ClC=1C=C2CCC(C2=CC1)C(=O)NC1=C(C(=C(S1)C(=O)N)C)C#N 5-[(5-chloro-indane-1-carbonyl)-amino]-4-cyano-3-methyl-thiophene-2-carboxylic acid amide